FC=1C(=NC(=NC1)NC1=CC=C(C=C1)S(=O)(=O)N1CCN(CC1)C)C=1N(C(=NC1)C(F)(F)F)C1CCOCC1 5-fluoro-N-[4-(4-methylpiperazin-1-yl)sulfonylphenyl]-4-[3-(oxan-4-yl)(trifluoromethyl)imidazol-4-yl]pyrimidin-2-amine